C(C)OC(=O)N(NC(=O)OCC)C1(C=CC(C=C1)=O)CC 1-(1-ethyl-4-oxocyclohexa-2,5-dien-1-yl)hydrazine-1,2-dicarboxylic acid diethyl ester